COC1=CC=C(C2=CC=CC=C12)B(O)O 4-METHOXYNAPHTHALENE-1-BORONIC ACID